C(#N)C=1C=C2C(=NC1)N(N=C2)C2=NC=C(C(=O)NC[C@H](C(C)(C)O)F)C(=C2)NC=2C=NN(C2)C2=NC=C(C=N2)F (R)-6-(5-cyano-1H-pyrazolo[3,4-b]pyridin-1-yl)-N-(2-fluoro-3-hydroxy-3-methylbutyl)-4-((1-(5-fluoropyrimidin-2-yl)-1H-pyrazol-4-yl)amino)nicotinamide